[Cl-].[Cl-].C[Zr-6](C1C(=CC2=C(C=3CCCC3C=C12)C1=CC=CC=C1)C)(C1C=C(C=C1)C)(=[SiH2])(=[SiH2])(C)(C)C Tetramethyldisilylene(3-methyl-cyclopentadienyl)(2-methyl-4-phenyl-1,5,6,7-tetrahydro-s-indacenyl)zirconium (IV) dichloride